C(C)(C)N1N=C2C(=NN(C(C2=C1)=O)CC(=O)NC=1OC=CN1)C(C)C 2-(2,7-Diisopropyl-4-oxo-pyrazolo[3,4-d]pyridazin-5-yl)-N-oxazol-2-yl-acetamide